3-((tert-butoxycarbonyl)amino)-2,4-difluorobenzoic acid C(C)(C)(C)OC(=O)NC=1C(=C(C(=O)O)C=CC1F)F